ClC1=C(C=CC=C1)C(C(=O)NC1CC(C1)(F)F)N(C(=O)[C@H]1NC(CC1)=O)C=1C=NC=C(C1)F (2S)-N-(1-(2-chlorophenyl)-2-((3,3-difluorocyclobutyl)amino)-2-oxoethyl)-N-(5-fluoropyridin-3-yl)-5-oxopyrrolidine-2-carboxamide